8-(5-chloro-3-(trifluoromethyl)pyridin-2-yl)-9-(4-((1-(3,3-difluoropropyl)azetidin-3-yl)methyl)phenyl)-6,7-dihydro-5H-benzo[7]annulene-3-carboxylic acid ClC=1C=C(C(=NC1)C=1CCCC2=C(C1C1=CC=C(C=C1)CC1CN(C1)CCC(F)F)C=CC(=C2)C(=O)O)C(F)(F)F